BrC1=CC=C(C=C1)CN([C@@H](C)C(=O)OC)S(=O)(=O)C1=CC=C(C)C=C1 methyl N-(4-bromophenyl-methyl)-N-tosylalaninate